IC1=CC=C(CN2[C@@H](CCC2)C(=O)O)C=C1 (4-iodo-benzyl)-proline